N-{[2-(2-{[1-(3-fluoro(2-pyridyl))-isopropyl]amino}pyrimidin-5-yl)-1,3-thiazol-4-yl]methyl}acetamide FC=1C(=NC=CC1)C(C)(C)NC1=NC=C(C=N1)C=1SC=C(N1)CNC(C)=O